1-[(3R,4R)-4-({5-fluoro-4-[4-fluoro-2-methyl-1-(propan-2-yl)-1H-benzimidazol-6-yl]pyrimidin-2-yl}amino)-3-hydroxypiperidin-1-yl]-2-hydroxyethan-1-one FC=1C(=NC(=NC1)N[C@H]1[C@@H](CN(CC1)C(CO)=O)O)C=1C=C(C2=C(N(C(=N2)C)C(C)C)C1)F